ClC1=NC=C(C(=N1)C1=CC2=C(C3(CCCN3C2=O)CC)S1)C 2-(2-chloro-5-methylpyrimidin-4-yl)-8a-ethyl-7,8-dihydro-6H-thieno[2,3-a]pyrrolizin-4-one